4-((tert-Butyldimethylsilyl)oxy)-3-formyl-3-methylpyrrolidine-1-carboxylic acid tert-butyl ester C(C)(C)(C)OC(=O)N1CC(C(C1)O[Si](C)(C)C(C)(C)C)(C)C=O